CN1C(C2=C(C=CC=C2C1)[N+](=O)[O-])=O 2-Methyl-7-nitroisoindol-1-one